bis(diphenylphosphino)ethane CC(P(C1=CC=CC=C1)C2=CC=CC=C2)P(C3=CC=CC=C3)C4=CC=CC=C4